FC1=C(C=CC(=C1)B1OC(C(O1)(C)C)(C)C)N=S1(CC(C1)(OC)OC)=O 1-((2-fluoro-4-(4,4,5,5-tetramethyl-1,3,2-dioxaborolan-2-yl)phenyl)imino)-3,3-dimethoxy-1λ6-thietane-1-oxide